N-(trans-3-((5-([1,2,4]Triazolo[1,5-a]pyridin-6-yl)-4-methoxypyrrolo[2,1-f][1,2,4]triazin-2-yl)amino)-1-methylcyclobutyl)acetamide N=1C=NN2C1C=CC(=C2)C=2C=CN1N=C(N=C(C12)OC)NC1CC(C1)(C)NC(C)=O